FC1=C(CN2C=NN(C2=O)C2=CC(=C(OC3=C(N=C(S3)CC#N)C)C=C2)F)C(=CC=C1)F 2-(5-(4-(4-(2,6-Difluorobenzyl)-5-oxo-4,5-dihydro-1H-1,2,4-triazol-1-yl)-2-fluorophenoxy)-4-methylthiazol-2-yl)acetonitrile